benzyl-4-(2-cyanoisoindolin-4-yl)picolinamide C(C1=CC=CC=C1)C=1C(=NC=CC1C1=C2CN(CC2=CC=C1)C#N)C(=O)N